ClC1=CC(=C2C(=N1)C1(OCC2=O)COCC1)OC1COC1 2'-Chloro-4'-(oxetan-3-yloxy)-4,5-dihydro-2H-spiro[furan-3,8'-pyrano[3,4-b]pyridin]-5'(6'H)-one